5-((5-bromofuran-2-yl)methylene)-1-(3-fluorophenyl)-2-thioxodihydropyrimidine-4,6(1H,5H)-dione BrC1=CC=C(O1)C=C1C(NC(N(C1=O)C1=CC(=CC=C1)F)=S)=O